CNC1=C2C(=NC=N1)N(C=N2)[C@H]3[C@@H]([C@@H]([C@H](O3)COP(=O)([O-])[O-])O)O The molecule is a nucleoside 5'-monophosphate(2-) that results from the removal of two protons from the phosphate group of N(6)-methyl-AMP. It derives from an adenosine 5'-monophosphate(2-). It is a conjugate base of a N(6)-methyl-AMP.